CN1CCN(CC1)C1=CC=2N(C=C1)C(=CN2)C2=CC=C(C=C2)[N+](=O)[O-] 7-(4-methylpiperazin-1-yl)-3-(4-nitrophenyl)imidazo[1,2-a]pyridine